[O-2].[Ta+5].[Pt+2] platinum-tantalum oxide